ClC=1C(=CC2=C3N(N=C2C1)CCC3)N 7-chloro-2,3-dihydro-1H-pyrrolo[1,2-b]indazol-8-amine